FC1(C2(C1)CC=1N(N=C(C1C1=C3C(=NC(=C1)C)NN=C3)C3=NC=C(C=C3)F)C2)F 1',1'-difluoro-2-(5-fluoro-2-pyridinyl)-3-(6-methyl-1H-pyrazolo[3,4-b]pyridin-4-yl)spiro[4,6-dihydropyrrolo[1,2-b]pyrazole-5,2'-cyclopropane]